5-(2-(1H-indol-3-yl)acetamido)-2,4-di-tert-butylphenyl methyl carbonate C(OC1=C(C=C(C(=C1)NC(CC1=CNC2=CC=CC=C12)=O)C(C)(C)C)C(C)(C)C)(OC)=O